(R)-2-(4-(piperidin-3-ylamino)thieno[2,3-d]pyridazin-7-yl)-5-(trifluoromethyl)phenol N1C[C@@H](CCC1)NC1=C2C(=C(N=N1)C1=C(C=C(C=C1)C(F)(F)F)O)SC=C2